S1C(=CC2=C1C=CC=N2)O thienopyridinyl alcohol